[Cu+2].C(C=O)(=O)[O-].C(C=O)(=O)[O-] glyoxylate copper